2-methylthio-N6-(cis-hydroxyiso-pent-2-enyl)adenosine CSC=1N=C(C=2N=CN([C@H]3[C@H](O)[C@H](O)[C@@H](CO)O3)C2N1)NC(C=C(C)C)O